CC1(CCC(CC1)CC(=O)O)C 2-(4,4-dimethylcyclohexyl)acetic acid